NC=1C=C2C(=NC1C#N)N(C=N2)C2CC(C2)(F)F 6-amino-3-(3,3-difluorocyclobutyl)imidazo[4,5-b]pyridine-5-carbonitrile